Cl.FC=1C=C(C=CC1)[C@@H](C)NC=1C=CC=2N(N1)C(=CN2)C2=CC=C(OC[C@@H](C)NC(OC(C)(C)C)=O)C=C2 tert-Butyl {(2R)-1-[4-(6-{[(1R)-1-(3-fluorophenyl)ethyl]amino}imidazo[1,2-b]pyridazin-3-yl)phenoxy]propan-2-yl}carbamate hydrochloride